FC1=C(C=CC(=C1)F)S(=O)(=O)NC=1C=C(C=NC1OC)C=1C=C2C(=NC=NC2=C(C1)F)N1CCN(CC1)C(=O)OC(C)(C)C Tert-butyl 4-(6-(5-((2,4-difluorophenyl)sulfonamido)-6-methoxypyridin-3-yl)-8-fluoroquinazolin-4-yl)piperazine-1-carboxylate